hexadecyl 3-((4-imino-4-(octadecylamino)butyl)thio)propanoate N=C(CCCSCCC(=O)OCCCCCCCCCCCCCCCC)NCCCCCCCCCCCCCCCCCC